(S)-2-methylpiperazine-1-carboxylic acid tert-butyl ester C(C)(C)(C)OC(=O)N1[C@H](CNCC1)C